Cl.C(C)(C)(C)C1=CC=C(CN2[C@@H](CN(CC2)C(=O)C2=CC=CC=C2)C)C=C1 (R)-(4-(4-(tert-butyl)benzyl)-3-methylpiperazin-1-yl)(phenyl)methanone hydrochloride